C1(CCC1)C=1C(=NN(C1C1=CC(=CC=C1)F)C)NC(=O)C1(CC1)C(F)(F)F N-(4-cyclobutyl-5-(3-fluorophenyl)-1-methyl-1H-pyrazol-3-yl)-1-(trifluoromethyl)cyclopropane-1-carboxamide